5-(tert-butyl)pyridazin-3(2H)-one C(C)(C)(C)C1=CC(NN=C1)=O